4-[(4-fluorophenyl)methyl]-3-[(trimethyl-1H-pyrazol-4-yl)methyl]-4,5-dihydro-1,2,4-oxadiazol-5-one FC1=CC=C(C=C1)CN1C(=NOC1=O)CC=1C(=NN(C1C)C)C